triglycidyl-butene C(C1CO1)C(CC=C)(CC1CO1)CC1CO1